FC=1C=C(C=CC1N1CCC(CC1)NC(=O)OC(C)(C)C)C1(NNC(=N1)N)N 3-(3-fluoro-4-(4-(tert-butoxycarbonylamino)piperidin-1-yl)phenyl)-1H-1,2,4-triazole-3,5-diamine